C(C)(C)(C)OC(N(C(=O)OC(C)(C)C)C=1C=NC(=C(C1)C(F)(F)F)Br)=O N-[6-bromo-5-(trifluoromethyl)-3-pyridinyl]-N-tert-butoxycarbonyl-carbamic acid tert-butyl ester